BrC1=CN(C=2C=NN(C(C21)=O)CC2=CC=C(C=C2)OC)C(C(=O)OCC)C ethyl 2-(3-bromo-5-(4-methoxybenzyl)-4-oxo-4,5-dihydro-1H-pyrrolo[2,3-d]pyridazin-1-yl)propanoate